(1R,2S)-2-(3-{[5-ethoxy-2-(1,3-thiazol-2-yl)pyridin-4-yl]amino}-1H-indazol-6-yl)-5'-methoxyspiro[cyclopropane-1,3'-indol]-2'(1'H)-one C(C)OC=1C(=CC(=NC1)C=1SC=CN1)NC1=NNC2=CC(=CC=C12)[C@@H]1C[C@@]12C(NC1=CC=C(C=C21)OC)=O